2-(4-bromophenyl)-4,4,5,5,6,6,7,7,7-nonafluoro-1-phenylheptan-1-one BrC1=CC=C(C=C1)C(C(=O)C1=CC=CC=C1)CC(C(C(C(F)(F)F)(F)F)(F)F)(F)F